2-(5-fluoro-2-((4-(4-(2-fluoroethyl)piperazin-1-yl)anilino)pyrimidin-4-yloxy)phenyl)acrylamide FC=1C=CC(=C(C1)C(C(=O)N)=C)OC1=NC(=NC=C1)NC1=CC=C(C=C1)N1CCN(CC1)CCF